3-(perfluorobutyl)-2-hydroxymethylacrylate FC(C(C(C(F)(F)F)(F)F)(F)F)(C=C(C(=O)[O-])CO)F